OCCOC(NS(=O)(=O)C=1SC(=CC1C1=CC(=C(C=C1)CN1C(=NC=C1)CC)F)CC(C)C)=O (3-(4-((2-ethyl-1H-imidazol-1-yl)methyl)-3-fluorophenyl)-5-isobutylthiophene-2-yl)sulfonylCarbamic acid 2-hydroxyethyl ester